CC=1C(=C2C=CNC2=C(C1)C)C[C@H]1[C@@H](CN(CC1)C)C1=CC=C(C(=O)O)C=C1 4-((3r,4r)-4-((5,7-dimethyl-1H-indol-4-yl)methyl)-1-methylpiperidin-3-yl)benzoic acid